O=C1N(CC2=CC=C(C=C12)N1CCN(CC1)CC1CCNCC1)C1C(NC(CC1)=O)=O 3-(1-Oxo-6-(4-(piperidin-4-ylmethyl)piperazin-1-yl)isoindolin-2-yl)piperidine-2,6-dione